COC(=O)C1=CN(C2=C(C=C(C=C12)N1CCCC2=CC(=C(C=C12)C(F)F)C=1C=NN(C1)C)C(=C)C)COCC[Si](C)(C)C 5-(7-(difluoromethyl)-6-(1-methyl-1H-pyrazol-4-yl)-3,4-dihydroquinolin-1(2H)-yl)-7-(prop-1-en-2-yl)-1-((2-(trimethylsilyl)ethoxy)methyl)-1H-indole-3-carboxylic acid methyl ester